3-(6-(((1S,3S)-3-((5-(1-hydroxycyclopropyl)-1,2,4-oxadiazol-3-yl)amino)cyclopentyl)amino)pyridin-3-yl)-1-methylimidazolidine-2,4-dione OC1(CC1)C1=NC(=NO1)N[C@@H]1C[C@H](CC1)NC1=CC=C(C=N1)N1C(N(CC1=O)C)=O